ClC=1C=C(CNC2=NC(=NC3=CC=C(C=C23)C=2C(=NOC2C)C)C(=O)NCC=2N(C=CN2)C)C=CC1 4-((3-chlorobenzyl)amino)-6-(3,5-dimethylisoxazol-4-yl)-N-((1-methyl-1H-imidazol-2-yl)methyl)quinazoline-2-carboxamide